3A,4,5,6,7,7A-hexahydro-4,7-methano-1H-indene C1C=CC2C3CCC(C12)C3